2-(hydroxymethyl)oxolan-3-ol OCC1OCCC1O